C(C)(=O)N1C(C(C2=CC=CC=C12)=O)=CC1=CC(=C(OCC#N)C=C1)OC 2-(4-((1-acetyl-3-oxoindolin-2-ylidene)methyl)-2-methoxyphenoxy)-acetonitrile